FCC(O)([2H])C1=CC=C(C=C1)C1=CC(=CC=C1)OC 2-fluoro-1-(3'-methoxy-[1,1'-biphenyl]-4-yl)ethan-1-d-1-ol